C(C)(C)(C)OC(=O)N1CCC(C2=CC=CC=C12)OC(=O)N[C@H](C(=O)N[C@H](C(=O)O)C[C@H]1C(NCC1)=O)CC(C)C (2S)-2-((2S)-2-((((1-(tert-butoxycarbonyl)-1,2,3,4-tetrahydroquinolin-4-yl)oxy)carbonyl)amino)-4-methylpentanamido)-3-((S)-2-oxopyrrolidin-3-yl)propanoic acid